tert-butyl 4-[3-(2,7-dimethylindazol-5-yl)-5-fluoro-cinnolin-7-yl]-3,4-dihydroxy-piperidine-1-carboxylate CN1N=C2C(=CC(=CC2=C1)C=1N=NC2=CC(=CC(=C2C1)F)C1(C(CN(CC1)C(=O)OC(C)(C)C)O)O)C